ClC1=C(C(=CC=C1)F)NC(C1=C(C=C(C=C1)N1N=C(N(C1=O)CC)CO)O[C@H](C(F)(F)F)C)=O N-(2-chloro-6-fluorophenyl)-4-[4-ethyl-3-(hydroxymethyl)-5-oxo-4,5-dihydro-1H-1,2,4-triazol-1-yl]-2-{[(2S)-1,1,1-trifluoropropan-2-yl]oxy}benzamide